(2S,4R)-1-(9H-fluoren-9-ylmethoxycarbonyl)-4-(oxan-2-yloxy)pyrrolidine-2-Carboxylic acid C1=CC=CC=2C3=CC=CC=C3C(C12)COC(=O)N1[C@@H](C[C@H](C1)OC1OCCCC1)C(=O)O